2-(6-chloro-1H-indol-2-yl)-1,3,4-oxadiazole ClC1=CC=C2C=C(NC2=C1)C=1OC=NN1